acrylic acid menthyl ester C1(CC(C(CC1)C(C)C)OC(C=C)=O)C